FC1=NC=CC(=C1B(O)O)C(F)(F)F 2-FLUORO-4-(TRIFLUOROMETHYL)PYRIDINE-3-BORONIC ACID